5-chloro-1'-[2-(4-nitrophenoxy)ethyl]-1,2-dihydrospiro[indole-3,4'-piperidin] ClC=1C=C2C(=CC1)NCC21CCN(CC1)CCOC1=CC=C(C=C1)[N+](=O)[O-]